CN(C(OCCCCCCCC)=O)C octyl N,N-dimethylcarbamate